ClC=1C(=NC(=NC1)NC1=C(C=C(C=C1)N1CCC(CC1)N1CCN(CC1)C)OC)NC 5-chloro-N2-{2-methoxy-4-[4-(4-methylpiperazin-1-yl)piperidin-1-yl]phenyl}-N4-methylpyrimidine-2,4-diamine